C(C)(C)(C)C1=CC=C(CN2N=C(N(C2=O)CC)CCCC=2C=C(C=CC2)C2=CC(=C(C=C2)C)C2(CC2)C(=O)O)C=C1 1-(3'-(3-(1-(4-(tert-butyl)benzyl)-4-ethyl-5-oxo-4,5-dihydro-1H-1,2,4-triazol-3-yl)propyl)-4-methyl-[1,1'-biphenyl]-3-yl)cyclopropanecarboxylic acid